tert-Butyl ((1S,3R)-3-((2-acetyl-6-cyclopropylpyridin-3-yl)oxy)cyclopentyl)carbamate C(C)(=O)C1=NC(=CC=C1O[C@H]1C[C@H](CC1)NC(OC(C)(C)C)=O)C1CC1